NCCCN(CCCN)CCCN N,N-bis(3-aminopropyl)-1,3-diaminopropane